6,9,12-trioxa-2,3-diazatridecanoic acid benzyl ester C(C1=CC=CC=C1)OC(NNCCOCCOCCOC)=O